BrC1=CC=2[C@](C3=CC=CC=C3C2C=C1)(C(=O)N1[C@@H]2CC([C@H]([C@H]1C(=O)N[C@H](C[C@H]1C(NCCC1)=O)C#N)CC2)(F)F)O (1S,3S,4S)-2-((R)-2-bromo-9-hydroxy-9H-fluorene-9-carbonyl)-N-((R)-1-cyano-2-((S)-2-oxopiperidin-3-yl)ethyl)-5,5-difluoro-2-azabicyclo[2.2.2]octane-3-carboxamide